(S)-3-methoxy-5,5-dimethyl-3-(5-methylthiazol-4-yl)-6-oxocyclohex-1-enecarbonitrile CO[C@@]1(C=C(C(C(C1)(C)C)=O)C#N)C=1N=CSC1C